CS(=O)(=O)C1=CC=C(C=C1)COC1CC2(C(N3C(O2)CC[C@H]3C3=NC=CN=C3)=O)C1 (5'S)-3-{[4-(methylsulfonyl)phenyl]methoxy}-5'-(pyrazin-2-yl)tetrahydro-3'H-spiro[cyclobutane-1,2'-pyrrolo[2,1-b][1,3]oxazol]-3'-one